3-((dimethylamino)methyl)-4-(3-methoxyphenyl)-1-(phenylsulfonyl)piperidin-4-ol hydrochloride Cl.CN(C)CC1CN(CCC1(O)C1=CC(=CC=C1)OC)S(=O)(=O)C1=CC=CC=C1